CCCCCCCCCCCCCCCCCCCC(=O)N[C@@H](CO[C@H]1[C@@H]([C@H]([C@@H]([C@H](O1)CO)O[C@H]2[C@@H]([C@H]([C@H]([C@H](O2)CO)O[C@H]3[C@@H]([C@H]([C@H]([C@H](O3)CO)O)O)NC(=O)C)O[C@@]4(C[C@@H]([C@H]([C@@H](O4)[C@@H]([C@@H](CO)O)O)NC(=O)C)O)C(=O)O)O)O)O)[C@@H](/C=C/CCCCCCCCCCCCC)O The molecule is a sialotriaosylceramide that is N-acetyl-beta-D-galactosaminyl-(1->4)-alpha-N-acetylneuraminosyl-(2->3)-beta-D-galactosyl-(1->4)-beta-D-glucosyl-N-acylsphingosine in which the acyl group on the sphingosine nitrogen is icosanoyl. A constituent of natural ganglioside GM2.